FC1=C(C=CC=C1)\C=C\C1=CC=C(C=C1)OC (E)-2-Fluoro-4'-methoxystilbene